BrC1=CC(=NC=C1)OCC(=O)NC(C)C 2-[(4-bromo-2-pyridinyl)oxy]-N-isopropyl-acetamide